P(=O)(OCCCCCCCCC)(OCCCCN1CCN(CC1)C(CCCCCC)CCCCCC)O nonyl (4-(4-(tridecan-7-yl)piperazin-1-yl)butyl) hydrogen phosphate